ClC=1C(=C(C=C(C1)Cl)C(CCC=O)=O)OC 4-(3,5-Dichloro-2-methoxyphenyl)-4-oxobutanal